N(=C=O)C1=CCC(C=C1)C=CC1=CC=C(C=C1)N=C=O 4,4'-diisocyanatodihydrostilbene